N-(2-(3-(2-((1,5-dimethyl-1H-pyrazol-3-yl)amino)-5-methylpyrimidin-4-yl)-1H-indol-7-yl)-1-oxoisoindolin-4-yl)-2,3-dihydro-1H-indene-2-carboxamide CN1N=C(C=C1C)NC1=NC=C(C(=N1)C1=CNC2=C(C=CC=C12)N1C(C2=CC=CC(=C2C1)NC(=O)C1CC2=CC=CC=C2C1)=O)C